CN1C(=NN=C1C1=NC=NC=C1)CNC=1C=C(C(=O)N[C@H](C)C2=CC=C(OCC(=O)OCC)C=C2)C=CC1 (R)-ethyl 2-(4-(1-(3-((4-methyl-5-(pyrimidin-4-yl)-4H-1,2,4-triazol-3-yl)methylamino)benzamido)ethyl)phenoxy)acetate